C(C(C(C(C(C(C)O)O)O)O)O)O 1,2,3,4,5,6-heptanhexaol